(S)-2-amino-N-(1-(8-((6,7-dihydro-5H-pyrrolo[1,2-a]imidazol-2-yl)ethynyl)-1-Oxo-2-phenyl-1,2-dihydroisoquinolin-3-yl)ethyl)pyrazolo[1,5-a]pyrimidine-3-carboxamide NC1=NN2C(N=CC=C2)=C1C(=O)N[C@@H](C)C=1N(C(C2=C(C=CC=C2C1)C#CC=1N=C2N(C1)CCC2)=O)C2=CC=CC=C2